FC=1C=C2C(=NNC2=CC1OCCOC)C1=CC(=NO1)C1=CC=C(C=C1)C(=O)N1CC(C1)N1C[C@H](OCC1)C 5-Fluoro-6-(2-methoxyethoxy)-3-[3-(4-{3-[(2R)-2-methylmorpholin-4-yl]azetidine-1-carbonyl}phenyl)-1,2-oxazol-5-yl]-1H-indazole